COC12CC(C1)(C2)C(=O)O 3-methoxybicyclo[1.1.1]pentane-1-carboxylic acid